(±)-cis-4-(4-(4-(((Cyclopentyl(methyl)carbamoyl)oxy)methyl)-3-methylisoxazol-5-yl)phenoxy)tetrahydro-2H-pyran C1(CCCC1)N(C(=O)OCC=1C(=NOC1C1=CC=C(OC2CCOCC2)C=C1)C)C